C(CCC)[N-]CCCCCC(C)C N-butyl-isooctyl-amide